FC=1C=C(C=C(C1)F)[Li] 3,5-difluorophenyl-lithium